ethyl P-(4-(5-(chlorodifluoromethyl)-1,2,4-oxadiazol-3-yl)-2-fluorobenzyl)-N-(m-tolyl)phosphonamidate ClC(C1=NC(=NO1)C1=CC(=C(CP(OCC)(=O)NC=2C=C(C=CC2)C)C=C1)F)(F)F